D-cystine dimethyl ester dihydrochloride Cl.Cl.COC([C@@H](CSSC[C@H](C(=O)OC)N)N)=O